N-(4-(difluoromethoxy)-2,5-difluorophenyl)-4-(3-fluorophenyl)-1-tosyl-1H-pyrrole-3-sulfonamide FC(OC1=CC(=C(C=C1F)NS(=O)(=O)C1=CN(C=C1C1=CC(=CC=C1)F)S(=O)(=O)C1=CC=C(C)C=C1)F)F